N-(5-((2-methoxy-3-(1-methyl-1H-1,2,4-triazol-3-yl)phenyl)amino)-6-propionyl-pyridazin-3-yl)cyclopropanecarboxamide COC1=C(C=CC=C1C1=NN(C=N1)C)NC=1C=C(N=NC1C(CC)=O)NC(=O)C1CC1